1-[3-(difluoromethoxy)phenyl]ethylamine hydrochloride Cl.FC(OC=1C=C(C=CC1)C(C)N)F